C(CCCCCCCCCCCCCCC)CN(C)C hexadecyltrimethyl-amine